CSC1=CC=2N(C3=CC=CC=C3SC2C=C1)C1=C(C=C2C=CC=CN12)C1=CC=CC=C1 2-methylthio-10-(2-phenylindolizin-3-yl)-10H-phenothiazine